N-allyl-3-amino-8-(2-fluoro-6-methoxyphenyl)imidazo[1,2-a]pyridine-2-carboxamide C(C=C)NC(=O)C=1N=C2N(C=CC=C2C2=C(C=CC=C2OC)F)C1N